BrC=1C(N(C=NC1C(F)(F)F)CC1=CC=C(C=C1)OC)=O 5-Bromo-3-(4-methoxybenzyl)-6-(trifluoromethyl)pyrimidin-4(3H)-one